(2S)-2-(tert-butoxycarbonylamino)-4-(2-phenylethylsulfonimidoyl)butanoic acid C(C)(C)(C)OC(=O)N[C@H](C(=O)O)CCS(=O)(=N)CCC1=CC=CC=C1